[C@H]12CN(C[C@H](CC1)N2)C2=NC(=NC1=C(C(=CC=C21)C2=CC(=CC1=CC=CC=C21)O)F)N2CC(C2)C(C)(C)O 4-(4-((1R,5S)-3,8-diazabicyclo[3.2.1]octan-3-yl)-8-fluoro-2-(3-(2-hydroxypropan-2-yl)azetidin-1-yl)quinazolin-7-yl)naphthalen-2-ol